C1=CC(CCC1)P(O)(=O)O cyclohexene-3-phosphonic acid